O=C1NC(CCC1N1C(C2=CC=C(C=C2C1=O)NCCCCCCCCCCC(=O)N(C)CC1=CC=C(C=C1)SCC=1N=NN(C1)C=1C=C(C(=O)NO)C=CC1)=O)=O 3-(4-(((4-((11-((2-(2,6-dioxopiperidin-3-yl)-1,3-dioxoisoindolin-5-yl)amino)-N-methylundecanamido)methyl)phenyl)thio)methyl)-1H-1,2,3-triazol-1-yl)-N-hydroxybenzamide